6-(6-ethoxypyridin-3-yl)-N-((5-fluoro-2-methoxypyridin-4-yl)methoxy)pyrazine-2-carboxamide C(C)OC1=CC=C(C=N1)C1=CN=CC(=N1)C(=O)NOCC1=CC(=NC=C1F)OC